2,2,2-trifluoro-N-(2,2,2-trifluoroacetyl)-acetamide FC(C(=O)NC(C(F)(F)F)=O)(F)F